The molecule is a beta-D-galactosyl-(1<->1')-N-acylsphinganine in which the acyl group specified is hexacosanoyl. It has a role as a mouse metabolite. It derives from a hexacosanoic acid. CCCCCCCCCCCCCCCCCCCCCCCCCC(=O)N[C@@H](CO[C@H]1[C@@H]([C@H]([C@H]([C@H](O1)CO)O)O)O)[C@@H](CCCCCCCCCCCCCCC)O